2-methoxy-4-(methoxymethoxy)benzaldehyde COC1=C(C=O)C=CC(=C1)OCOC